4,4'-dicarboxy-2,2'-bipyridyl C(=O)(O)C1=CC(=NC=C1)C1=NC=CC(=C1)C(=O)O